C1=CC=CC=2C3=CC=CC=C3C(=CC12)C=1C=C2C=CC(=C(C2=CC1)C1=C(C=CC2=CC(=CC=C12)C=1C2=CC=CC=C2C=2C=CC=CC2C1)OCCO)OCCO 6,6'-bis-(9-phenanthryl)-2,2'-bis-(2-hydroxyethoxy)-1,1'-binaphthyl